C(#N)N1C[C@H](CC1)C(=O)NC=1N=CN(C1)C1=CC=C(C=C1)C(NC)=O (S)-1-cyano-N-(1-(4-(methylcarbamoyl)phenyl)-1H-imidazol-4-yl)pyrrolidine-3-carboxamide